3-(4-chlorobutyl)-5-phenyl-3,4-dihydropyrimidin-4-one ClCCCCN1C=NC=C(C1=O)C1=CC=CC=C1